C(C=C)N1N(C2=NC(=NC=C2C1=O)N1CCN(CC1)C(=O)C=1C=C(CC2=NNC(C3=CC=CC=C23)=O)C=CC1F)C1=NC(=CC=C1)C(C)(C)O 4-{3-[(4-{2-allyl-1-[6-(1-hydroxy-1-methylethyl)pyridin-2-yl]-3-oxo-2,3-dihydro-1H-pyrazolo[3,4-d]pyrimidin-6-yl}piperazin-1-yl)carbonyl]-4-fluorobenzyl}phthalazin-1(2H)-one